COC1=NC2=CC=CC=C2C=C1C1=NN=C(O1)[C@H](CCCCCC(CC)=O)NC(=O)C1CCC2(OC(C=3C2=NC=CC3)=O)CC1 (1S,4r)-N-((S)-1-(5-(2-Methoxychinolin-3-yl)-1,3,4-oxadiazol-2-yl)-7-oxononyl)-5'-oxo-5'H-spiro[cyclohexan-1,7'-furo[3,4-b]pyridin]-4-carboxamid